3-(trifluoro-methoxy)cyclobutanamine FC(OC1CC(C1)N)(F)F